ClC1=C(C=C(C(=O)N2CC=3N=C(N(C(C3C[C@H]2C)=O)[C@@H]2C[C@H](CC2)C(=O)NC)SC)C=C1)C(F)(F)F (1S,3S)-3-((R)-7-(4-chloro-3-(trifluoromethyl)benzoyl)-6-methyl-2-(methylthio)-4-oxo-5,6,7,8-tetrahydropyrido[3,4-d]pyrimidin-3(4H)-yl)-N-methylcyclopentanecarboxamide